(R)-2-(4-chloro-2-(1,1-difluoropropyl)-5-fluorophenoxy)-3-fluoropropan-1-ol ClC1=CC(=C(O[C@H](CO)CF)C=C1F)C(CC)(F)F